ClC=1C=C2C(=NC(=NC2=C(C1C1=CC=CC2=C1N=C(S2)N)F)OC2CCN(CC2)CC)N2CCNCC2 4-(6-chloro-2-((1-ethylpiperidin-4-yl)oxy)-8-fluoro-4-(piperazin-1-yl)quinazolin-7-yl)benzo[d]thiazol-2-amine